4,4,6-trimethyl-2-phenyl-1,3-dioxane CC1(OC(OC(C1)C)C1=CC=CC=C1)C